C(C)CC(C(=O)C1=CC=C(C=C1)C(=C)C)(C)O ethyl-2-hydroxy-1-(4-isopropenyl-phenyl)-2-methyl-propane-1-one